FC1(CCC(CC1)C=O)F 4,4-DifluorocyclohexaneFormaldehyde